FC1=CC(=C(OCCCCN[C@@H]2C=C([C@@H]([C@@H]([C@H]2O)O)O)CF)C(=C1)C)C (1S,2S,3S,6R)-6-((4-(4-fluoro-2,6-dimethylphenoxy)butyl)amino)-4-(fluoromethyl)cyclohex-4-ene-1,2,3-triol